2-(4-(((1-Cyclopropyl-3-hydroxy-3-methylbutyl)amino)methyl)-6-methyl-pyridin-2-yl)-6-(4-fluoro-2-(4-methyl-4H-1,2,4-triazol-3-yl)phenyl)isoindolin-1-one C1(CC1)C(CC(C)(C)O)NCC1=CC(=NC(=C1)C)N1C(C2=CC(=CC=C2C1)C1=C(C=C(C=C1)F)C1=NN=CN1C)=O